IC1=CC(=C(C=C1)N1C=CC=C1)[N+](=O)[O-] 1-(4-iodo-2-nitrophenyl)-1H-pyrrole